5-(4,4'-di-n-nonylbenzylamino)-5-oxopentanoic acid ethyl ester C(C)OC(CCCC(=O)NCC1=CCC(C=C1)(CCCCCCCCC)CCCCCCCCC)=O